6-{4-[(4-fluorooxan-4-yl)methyl]phenyl}-4-{[(3S)-piperidin-3-yl]amino}pyrido[3,2-d]pyrimidine-8-carboxamide FC1(CCOCC1)CC1=CC=C(C=C1)C=1C=C(C=2N=CN=C(C2N1)N[C@@H]1CNCCC1)C(=O)N